C1=CC=CC=2C3=CC=CC=C3C(C12)COC(=O)N1[C@@H](CCCC1)C(=O)O (2S)-1-(9H-fluoren-9-yl-methoxycarbonyl)piperidin-2-carboxylic acid